tert-butyl benzodithioate C(C1=CC=CC=C1)(=S)SC(C)(C)C